ClC1=C2CCN([C@@H](C2=C(C=C1)OCC=1N=NC=CC1)CN1C(CCC1)=O)C(=O)C1CCCCC1 (1S,2R)-2-((S)-5-Chloro-1-((2-oxopyrrolidin-1-yl)methyl)-8-(pyridazin-3-ylmethoxy)-1,2,3,4-tetrahydroisochinolin-2-carbonyl)cyclohexan